1-heptenylmethyldimethoxysilane C(=CCCCCC)C[SiH](OC)OC